2-(tert-butyl)-N-phenylspiro[fluorene-9,8'-indeno[2,1-b]furan]-6'-amine C(C)(C)(C)C1=CC2=C(C=C1)C1=CC=CC=C1C21C=2C=C(C=CC2C2=C1OC=C2)NC2=CC=CC=C2